C12N(CC(NC1)CC2)C=2C1=C(N=C(N2)OC([2H])([2H])[C@@]23CCCN3C[C@H](C2)F)C(=C(N=C1)C=1C=C(C=C(C1C(F)(F)F)Cl)O)F 3-(4-(2,5-Diazabicyclo[2.2.2]octan-2-yl)-8-fluoro-2-(((2S,7aR)-2-fluorotetrahydro-1H-pyrrolizin-7a(5H)-yl)methoxy-d2)pyrido[4,3-d]pyrimidin-7-yl)-5-chloro-4-(trifluoromethyl)phenol